ClC1=C(C=C(C=C1O)O)C(\C=C\C1=CC=CC=C1)=O 1-(2-chloro-3,5-dihydroxyphenyl)-3-phenyl-(2E)-2-propen-1-one